BrC=1C=C(C=C2C(N(CC12)C1C(NC(CC1)=O)=O)=O)CNC(OC(C)(C)C)=O tert-butyl ((7-bromo-2-(2,6-dioxopiperidin-3-yl)-3-oxoisoindolin-5-yl)methyl)carbamate